COC1=NC=C(C(=N1)OC)C(=O)[O-].[Li+] lithium 2,4-dimethoxy-5-pyrimidinecarboxylate